BrC=1C=C(C=2N(C1)C1=C(N2)COCC1)N1CCOCC1 7-bromo-9-morpholino-3,4-dihydro-1H-pyrano[3',4':4,5]imidazo[1,2-a]pyridine